1-[3-({5-[4-(dimethylamino)piperidin-1-yl]pyridin-3-yl}amino)-5,5-dimethyl-5H-chromeno[3,4-d]pyrimidin-8-yl]pyrrolidin-2-one CN(C1CCN(CC1)C=1C=C(C=NC1)NC1=NC=C2C(=N1)C(OC=1C=C(C=CC12)N1C(CCC1)=O)(C)C)C